O1C(CCCC1)O[C@@H](C)C=1N(C=CN1)CC1=NOC(=C1)C1=CC=C(C=C1)C#C[Si](C)(C)C 3-((2-((1S)-1-((tetrahydro-2H-pyran-2-yl)oxy)ethyl)-1H-imidazol-1-yl)methyl)-5-(4-((Trimethylsilyl)ethynyl)phenyl)isoxazole